N-((2,6-dihydroxy-5'-methyl-4-pentyl-2'-(prop-1-en-2-yl)-1',2',3',4'-tetrahydro-[1,1'-biphenyl]-3-yl)methyl)cyclopropanecarboxamide OC1=C(C(=CC(=C1CNC(=O)C1CC1)CCCCC)O)C1C(CCC(=C1)C)C(=C)C